C(C)(C)(CC)C1=C(C=CC(=C1)C(C)(C)CC)OC(C1=CC(=C(C(=C1)C(C)(C)C)O)C(C)(C)C)=O 2,4-di-tertiary-amylphenyl-3,5-di-tertiary-butyl-4-hydroxybenzoate